C(C)(=O)CCCCC(=O)O 5-ACETYLVALERIC ACID